N-(2-(azetidin-1-yl)-2-oxoethyl)-5-(2,6-dichloro-4-(6-(difluoromethyl)-3,5-dioxo-4,5-dihydro-1,2,4-triazin-2(3H)-yl)phenoxy)-2-hydroxybenzenesulfonamide N1(CCC1)C(CNS(=O)(=O)C1=C(C=CC(=C1)OC1=C(C=C(C=C1Cl)N1N=C(C(NC1=O)=O)C(F)F)Cl)O)=O